rac-2-amino-2-(2,2-dimethylcyclopropyl)ethan-1-ol NC(CO)C1C(C1)(C)C